3-cyclopropyl-2-(trifluoromethylsulfonyloxy)benzoate C1(CC1)C=1C(=C(C(=O)[O-])C=CC1)OS(=O)(=O)C(F)(F)F